2,3,6,7-tetrabromocarbazole BrC1=CC=2NC3=CC(=C(C=C3C2C=C1Br)Br)Br